(R,E)-2-(1,2-dimethylpyrrolidin-2-yl)-N-((1,2,3,7-tetrahydro-s-indacen-4-yl)carbamoyl)ethene-1-sulfonamide CN1[C@@](CCC1)(C)/C=C/S(=O)(=O)NC(NC1=C2CCCC2=CC=2CC=CC12)=O